6-Chloro-N-[(1S)-tetralin-1-yl]pyrido[3,2-d]pyrimidin-4-amine ClC=1C=CC=2N=CN=C(C2N1)N[C@H]1CCCC2=CC=CC=C12